CC1=CC=C(C=C1)S(=O)(=O)OC1CN(CC1)C 1-Methylpyrrolidin-3-yl 4-methylbenzenesulfonate